(+/-)-(trans)-3-(hydroxymethyl)-4-(3-hydroxyphenyl)-2-methylpiperidine-1-carboxylic acid tert-butyl ester C(C)(C)(C)OC(=O)N1C(C(C(CC1)C1=CC(=CC=C1)O)CO)C